9-(4-butylphenyl)-11,11-dimethyl-11H-benzo[b]naphtho[2,1-d]silole C(CCC)C1=CC=C(C=C1)C=1C=CC2=C([Si](C3=C2C=CC=2C=CC=CC23)(C)C)C1